2-(3-ethyl-4-(methoxycarbonyl)phenyl)piperazine-1,4-dicarboxylate C(C)C=1C=C(C=CC1C(=O)OC)C1N(CCN(C1)C(=O)[O-])C(=O)[O-]